C1(=CC=CC=C1)[C@H]1N(OCC1)C1=NC(=NC=C1C(F)(F)F)NC1=CC=C(C2=C1OCCO2)C(=O)OC methyl (S)-8-((4-(3-phenylisoxazolidin-2-yl)-5-(trifluoromethyl)pyrimidin-2-yl)amino)-2,3-dihydrobenzo[b][1,4]dioxine-5-carboxylate